tert-Butyl (3S)-3-[(3E)-3-tert-butylsulfinyliminopropyl]pyrrolidine-1-carboxylate C(C)(C)(C)S(=O)\N=C\CC[C@@H]1CN(CC1)C(=O)OC(C)(C)C